1-(4-(2,6-dioxopiperidin-3-yl)-3,5-difluorophenyl)piperidine-4-carbaldehyde O=C1NC(CCC1C1=C(C=C(C=C1F)N1CCC(CC1)C=O)F)=O